NC1=CC=C2C(=N1)CC[C@H]2NC([C@H](C)NC(=O)[C@H]2NCCC(=C2)C2=CC(=C(C=C2)F)C(F)(F)F)=O (S)-N-((S)-1-(((R)-2-amino-6,7-dihydro-5H-cyclopenta[b]pyridin-5-yl)amino)-1-oxopropan-2-yl)-4-(4-fluoro-3-(trifluoromethyl)phenyl)-1,2,5,6-tetrahydropyridine-2-carboxamide